1-(quinolin-2-ylmethyl)-1H-indole-7-carboxylic acid methyl ester COC(=O)C=1C=CC=C2C=CN(C12)CC1=NC2=CC=CC=C2C=C1